O=C1NC(CCC1N1C(N(C2=C1C=CC(=C2)[C@H]2[C@@H](CN(CC2)CC(=O)O)O)CC)=O)=O 2-((3S,4S)-4-(1-(2,6-dioxopiperidin-3-yl)-3-ethyl-2-oxo-2,3-dihydro-1H-benzo[d]imidazol-5-yl)-3-hydroxypiperidin-1-yl)acetic acid